1-(4-(N-(6-((6-(benzo[d]thiazol-2-ylamino)-5-methylpyridazin-3-yl)(methyl)amino)-3-(5-methyl-1-neopentyl-1H-pyrazol-4-yl)picolinoyl)sulfamoyl)phenyl)piperidine-4-carboxylic acid S1C(=NC2=C1C=CC=C2)NC2=C(C=C(N=N2)N(C2=CC=C(C(=N2)C(=O)NS(=O)(=O)C2=CC=C(C=C2)N2CCC(CC2)C(=O)O)C=2C=NN(C2C)CC(C)(C)C)C)C